(3-(4-(aminomethyl)-4-cyclopropylpiperidin-1-yl)-6-(2,3-dichlorophenyl)-5-methylpyrazin-2-yl)methanol NCC1(CCN(CC1)C=1C(=NC(=C(N1)C)C1=C(C(=CC=C1)Cl)Cl)CO)C1CC1